Monomenthyl succinate C(CCC(=O)[O-])(=O)OC1CC(CCC1C(C)C)C